ClCC(=O)N(C1=C(C=CC=C1CC)CC)COC 2-chloro-2',6'-diethyl-N-(methoxymethyl)-acetanilide